OC=1C=C(C=CC1C=1OC2=CC(=CC(=C2C(C1)=O)O)O)[O-].C(CC)[Si](OCCOCC)(CCC)CCC tri-n-propyl-(2-ethoxyethoxy)silane 3-hydroxy-4-(5,7-dihydroxy-4-oxo-4H-chromen-2-yl)phenolate